4-((4-(3,8-diazabicyclo-[3.2.1]-octan-3-yl)-2-((tetrahydro-1H-pyrrolizin-7a(5H)-yl)methoxy)-5,6,8,9-tetrahydro-7H-pyrimido-[4,5-d]azepin-7-yl)methyl)-naphthalen-2-ol C12CN(CC(CC1)N2)C2=NC(=NC=1CCN(CCC12)CC1=CC(=CC2=CC=CC=C12)O)OCC12CCCN2CCC1